NC(C([C@H](CC1=CC=CC=C1)NC(=O)C=1C=NN(C1C1=CC=CC=C1)C)=O)=O (S)-N-(4-AMINO-3,4-DIOXO-1-PHENYLBUTAN-2-YL)-1-METHYL-5-PHENYL-1H-PYRAZOLE-4-CARBOXAMIDE